N,N'-{1,4,7-triazecane-1,4-diylbis[methylene(2-hydroxy-5-methyl-3,1-phenylene)]}bis[3-hydroxy-2-(hydroxymethyl)propanamide] N1(CCN(CCNCCC1)CC=1C(=C(C=C(C1)C)NC(C(CO)CO)=O)O)CC=1C(=C(C=C(C1)C)NC(C(CO)CO)=O)O